CC1(CC(C1)(C1=NN=CN1C)C=1C=C(C=CC1)NC(=O)C=1C(N(C=C(C1)C=C)CC(F)(F)F)=O)C N-(3-(3,3-dimethyl-1-(4-methyl-4H-1,2,4-triazol-3-yl)cyclobutyl)phenyl)-2-oxo-1-(2,2,2-trifluoroethyl)-5-vinyl-1,2-dihydropyridine-3-carboxamide